C(C=C)(=O)N1C2CN(C(C1)CC2)C=2C1=C(N(C(N2)=O)C=2C(=NC=CC2C)C(C)C)N=C(C(=C1)C#N)C1=C(C=CC(=C1)C)F (5-acryloyl-2,5-diazabicyclo[2.2.2]octan-2-yl)-7-(2-fluoro-5-methylphenyl)-1-(2-isopropyl-4-methylpyridin-3-yl)-2-oxo-1,2-dihydropyrido[2,3-d]pyrimidine-6-carbonitrile